C1(CC1)C(=O)NC=1C(=C(N=NC1)C(=O)NC([2H])([2H])[2H])NC1=C(C(=CC=C1)C1=NN(C(=C1)P(=O)(C1CC1)C1CC1)C)OC (Cyclopropanecarboxamido)-4-((3-(5-(dicyclopropylphosphoryl)-1-methyl-1H-pyrazol-3-yl)-2-methoxyphenyl)amino)-N-(methyl-d3)pyridazine-3-carboxamide